ClC1=CC=C(C=C1)N1[C@@H]2CN([C@H](C1)C2)CC(F)(F)F (1S,4S)-2-(4-chlorophenyl)-5-(2,2,2-trifluoroethyl)-2,5-diazabicyclo[2.2.1]heptane